(racemic)-penicillamine N[C@@H](C(C)(C)S)C(=O)O |r|